C(CCC)N=[V](C1C=CC=C1)(N(CC)CC)N(CC)CC n-butyliminobis(diethylamino)cyclopentadienyl-vanadium